C1(=CC=CC=C1)N/N=C(/C=1SC=CC1)\C1=CC=CC=C1 (E)-1-phenyl-2-(phenyl-(thiophen-2-yl)methylene)hydrazine